The molecule is a galactotriose consisting of two beta-D-galatopyranose residues and a D-galactopyranose residue joined in sequence by (1->6) and (1->4) glycosidic bonds. C([C@@H]1[C@@H]([C@@H]([C@H]([C@@H](O1)OC[C@@H]2[C@@H]([C@@H]([C@H]([C@@H](O2)O[C@H]3[C@H](OC([C@@H]([C@H]3O)O)O)CO)O)O)O)O)O)O)O